5-methylbenzonitrile CC=1C=CC=C(C#N)C1